methoxyl-benzoic acid O(C)C1=C(C(=O)O)C=CC=C1